FC1=CC2=C(C(=NO2)N2CNCC=C2)C=C1CN1C[C@@H](NCC1)C (S)-1-(6-fluoro-5-((3-methylpiperazin-1-yl)methyl)benzo[d]isoxazol-3-yl)dihydropyrimidine